4-((5-bromo-3-methyl-1H-pyrazol-1-yl)methyl)benzonitrile BrC1=CC(=NN1CC1=CC=C(C#N)C=C1)C